O=C1N(N=C2N1[C@H](CCC2)C(=O)O)CC2=C(C=C(C(=C2)C)C)C |r| (5RS)-3-Oxo-2-(2,4,5-trimethylbenzyl)-2,3,5,6,7,8-hexahydro[1,2,4]triazolo[4,3-a]pyridine-5-carboxylic acid